ClC=1C=C(CC2=C(C=CC(=C2)C)O)C=CC1 2-(3-chlorobenzyl)-4-methylphenol